tert-butyl 2-((2-(2,6-dioxopiperidin-3-yl)-1,3-dioxoisoindolin-4-yl) oxy)-acetate O=C1NC(CCC1N1C(C2=CC=CC(=C2C1=O)OCC(=O)OC(C)(C)C)=O)=O